5-(3-benzyl-1,2,4-oxadiazol-5-yl)-1-cyclopentyl-1H-1,2,3-benzotriazole C(C1=CC=CC=C1)C1=NOC(=N1)C1=CC2=C(N(N=N2)C2CCCC2)C=C1